N-((2-((S)-2-amino-2-(4,4-difluorocyclohexyl)acetamido)pyridin-4-yl)(cyclopropyl)methyl)-4,4,4-trifluorobutanamide N[C@H](C(=O)NC1=NC=CC(=C1)C(NC(CCC(F)(F)F)=O)C1CC1)C1CCC(CC1)(F)F